(2,3-dichloropyridin-4-yl)amine ClC1=NC=CC(=C1Cl)N